C(C)(C)(C)OC(=O)N(C1=NC=CC(=C1)C[C@@H]1[C@H](N(C1=O)C(N[C@H](C)C1CCCCC1)=O)C(=O)OCC1=CC=CC=C1)CC1=CC=C(C=C1)OC benzyl (2S,3R)-3-({2-[(tert-butoxycarbonyl) (4-methoxybenzyl) amino] pyridin-4-yl} methyl)-1-{[(1R)-1-cyclohexylethyl] carbamoyl}-4-oxoazetidine-2-carboxylate